2-(1-(4-(5-((3s,4s)-4-amino-3-methyl-2-oxa-8-azaspiro[4.5]decan-8-yl)-6-(hydroxymethyl)pyrazin-2-ylsulfanyl)-3-chloropyridin-2-yl)azetidin-3-yl)acetonitrile N[C@@H]1[C@@H](OCC12CCN(CC2)C=2N=CC(=NC2CO)SC2=C(C(=NC=C2)N2CC(C2)CC#N)Cl)C